FC1=C(OC2=C(C=CC3=C2NC(=NS3(=O)=O)O)C#N)C=CC=C1 5-(2-fluorophenoxy)-3-hydroxy-1,1-dioxo-4H-1,2,4-benzothiadiazine-6-carbonitrile